FC1=C(C(=CC=C1C=1OC(=CC1)C)O)N1CC(NS1(=O)=O)=O 5-(2-fluoro-6-hydroxy-3-(5-methylfuran-2-yl)phenyl)-1,2,5-thiadiazolidin-3-one 1,1-dioxide